(1-((1-(2-methoxyethyl)-1H-pyrazol-4-yl)sulfonyl)-4,7-diazaspiro[2.5]octan-7-yl)-6-methyl-1H-indazole COCCN1N=CC(=C1)S(=O)(=O)C1CC12NCCN(C2)N2N=CC1=CC=C(C=C21)C